FC1(CN(C1)C(CN1N=CC2=NC=C(C=C21)C2=C(C=CC(=C2)C(F)(F)F)F)=O)F 1-(3,3-Difluoroazetidin-1-yl)-2-[6-[2-fluoro-5-(trifluoromethyl)phenyl]pyrazolo[4,3-b]pyridin-1-yl]ethanone